3-(trifluoromethyl)phenylphenylboronic acid pinacol ester FC(C=1C=C(C=CC1)CC1(OB(OC1(C)C)C1=CC=CC=C1)C)(F)F